C(#N)C1=C(N=C2N(C1=O)C=C(C=C2[C@@H](C)NC2=C(C(=O)O)C=CC=C2)C)N2CCNCC2 (R)-2-((1-(3-cyano-7-methyl-4-oxo-2-(piperazin-1-yl)-4H-pyrido[1,2-a]pyrimidin-9-yl)ethyl)amino)benzoic acid